amino(m-xylylenediamine) NNCC=1C=C(C=CC1)CN